3-[[4-[[5-(2,3-difluoro-4-methoxy-phenyl)-1-methylimidazole-2-carbonyl]amino]-2-ethyl-benzoyl]amino]cyclobutanecarboxylic acid FC1=C(C=CC(=C1F)OC)C1=CN=C(N1C)C(=O)NC1=CC(=C(C(=O)NC2CC(C2)C(=O)O)C=C1)CC